4-[4-(trifluoromethyl)benzyl]-L-proline FC(C1=CC=C(CC2C[C@H](NC2)C(=O)O)C=C1)(F)F